NC1=C(C(=O)C2=C(C=CC=C2)F)C=C(C=C1)Cl 2-Amino-5-chloro-2'-fluorobenzophenone